C1(=CC(=CC=C1)N[C@H]1CN(CC1)CC(=O)N1[C@@H](CCC1)C#N)C1=CC=CC=C1 (S)-1-(2-((R)-3-([1,1'-biphenyl]-3-ylamino)pyrrolidin-1-yl)acetyl)pyrrolidine-2-carbonitrile